phosphophenalene gold [Au].P(=O)(=O)C1C=CC2=CC=CC3=CC=CC1=C23